N-(3-chloro-4-fluorophenyl)-7-fluoro-1-(methyl-sulfonamido)-2,3-dihydro-1H-indene-4-carboxamide ClC=1C=C(C=CC1F)NC(=O)C=1C=2CCC(C2C(=CC1)F)NS(=O)(=O)C